rac-N-((1r,3r)-3-(3-chloro-4-cyanophenoxy)-2,2,4,4-tetramethylcyclobutyl)-6-(4-(4-(1-(2,6-dioxopiperidin-3-yl)-6-oxo-1,6-dihydropyridazin-4-yl)piperazin-1-yl)butyl)nicotinamide ClC=1C=C(OC2C(C(C2(C)C)NC(C2=CN=C(C=C2)CCCCN2CCN(CC2)C=2C=NN(C(C2)=O)[C@H]2C(NC(CC2)=O)=O)=O)(C)C)C=CC1C#N |r|